4-(4-(4-(chloromethyl)-3-fluorobenzyl)piperazin-1-yl)-3-fluorobenzonitrile hydrochloride Cl.ClCC1=C(C=C(CN2CCN(CC2)C2=C(C=C(C#N)C=C2)F)C=C1)F